(S)-1-(2-(1-(6-phenoxypyridin-3-yl)imidazo[1,5-a]pyrazin-3-yl)pyrrolidin-1-yl)prop-2-en-1-one O(C1=CC=CC=C1)C1=CC=C(C=N1)C=1N=C(N2C1C=NC=C2)[C@H]2N(CCC2)C(C=C)=O